2,2,2-trichloro-N-cyclopropyl-N-((4-methyl-3-oxoquinuclidin-2-yl)methyl)acetamide ClC(C(=O)N(CC1N2CCC(C1=O)(CC2)C)C2CC2)(Cl)Cl